4-amino-5-(3-methoxyphenyl)-7-{(4-[2-(2-methoxyethylamino)ethoxyl]phenyl)}-pyrrolo[2,3-d]pyrimidine NC=1C2=C(N=CN1)N(C=C2C2=CC(=CC=C2)OC)C2=CC=C(C=C2)OCCNCCOC